ClC=1C(=C(CN2[C@@H](C[C@@](CC2)(C(=O)O)CC2=NC(=C(C(=C2)[C@H](C)F)F)NC2=NNC(=C2)C)C)C=CC1)F (2R,4R)-1-(3-chloro-2-fluorobenzyl)-4-((5-fluoro-4-((S)-1-fluoro-ethyl)-6-((5-methyl-1H-pyrazol-3-yl)amino)pyridin-2-yl)methyl)-2-methylpiperidine-4-carboxylic acid